(E)-4-benzyl-3-(3-(2'-methoxy-[1,1'-biphenyl]-3-yl)propenoyl)oxazolidin-2-one C(C1=CC=CC=C1)C1N(C(OC1)=O)C(\C=C\C=1C=C(C=CC1)C1=C(C=CC=C1)OC)=O